N,N'-di(2-naphthyl)-p-phenylenediamine C1=C(C=CC2=CC=CC=C12)NC1=CC=C(C=C1)NC1=CC2=CC=CC=C2C=C1